tert-butyl 4-(6-(tetrahydrofuran-3-yl)pyrazolo[1,5-a]pyridin-3-yl)piperazine-1-carboxylate O1CC(CC1)C=1C=CC=2N(C1)N=CC2N2CCN(CC2)C(=O)OC(C)(C)C